N-[2-[4-[[3-[1-(2,6-dioxo-3-piperidyl)-3-methyl-2-oxo-benzimidazol-4-yl]-8-azabicyclo[3.2.1]octan-8-yl]methyl]cyclohexyl]indazol-5-yl]-6-(trifluoromethyl)pyridine-2-carboxamide O=C1NC(CCC1N1C(N(C2=C1C=CC=C2C2CC1CCC(C2)N1CC1CCC(CC1)N1N=C2C=CC(=CC2=C1)NC(=O)C1=NC(=CC=C1)C(F)(F)F)C)=O)=O